6-[(E)-[(Z)-[3-(2-isopropylphenyl)-4-oxothiazolidine-2-ylidene]hydrazono]methyl]-1-methyl-N-[4-(trifluoromethoxy)phenyl]indazole-3-carboxamide C(C)(C)C1=C(C=CC=C1)N1/C(/SCC1=O)=N/N=C/C1=CC=C2C(=NN(C2=C1)C)C(=O)NC1=CC=C(C=C1)OC(F)(F)F